n-butanol oxide C(CCC)[OH+][O-]